ClC1=C2C(=NC=C1C=1C=C(C=CC1)N1C(CN(CC1)C(CCCCCCCOC1=C3C(N(C(C3=CC=C1)=O)C1C(NC(CC1)=O)=O)=O)=O)=O)NC=C2CC 4-((8-(4-(3-(4-chloro-3-ethyl-1H-pyrrolo[2,3-b]pyridin-5-yl)phenyl)-3-oxopiperazin-1-yl)-8-oxooctyl)oxy)-2-(2,6-dioxopiperidin-3-yl)isoindoline-1,3-dione